N-{4-chloro-3-[6-oxo-4-(2-oxo-1-pentyl-1,2-dihydropyridin-4-yl)-1,6-dihydropyrimidin-2-yl]benzyl}isobutyramide ClC1=C(C=C(CNC(C(C)C)=O)C=C1)C=1NC(C=C(N1)C1=CC(N(C=C1)CCCCC)=O)=O